4-(5-((4-((4-(acetamidomethyl)piperidin-1-yl)methyl)-6-(3,5-dichlorophenyl)pyridin-2-yl)oxy)pyridin-2-yl)-1,1-bis(2-hydroxyethyl)piperazin-1-ium C(C)(=O)NCC1CCN(CC1)CC1=CC(=NC(=C1)C1=CC(=CC(=C1)Cl)Cl)OC=1C=CC(=NC1)N1CC[N+](CC1)(CCO)CCO